C(C1=CC=CC=C1)N1CC=C(C=C1)C1=CC=C(S1)C=1SC(=CC1)C1=CC=[N+](C=C1)CC1=CC=C(C=C1)C=C 1-benzyl-4-(5'-(1-(4-vinylbenzyl)pyridin-1-ium-4-yl)-[2,2'-bithiophene]-5-yl)pyridin